[C@H]12[C@H](NC[C@@H]2C1)C(=O)N1CCCCC1 1-((1S,2S,5R)-3-Azabicyclo[3.1.0]hexane-2-carbonyl)-piperidine